N=1C=NN2C1C=C(C=C2)OC2=C(C(=C(C=C2)NC=2C1=C(N=CN2)C=CC(=N1)[C@H]1[C@H]2CN([C@@H](C1)CC2)C(C=C)=O)F)C ((1R,4S,5R)-5-(4-((4-([1,2,4]triazolo[1,5-a]pyridin-7-yloxy)-2-fluoro-3-methylphenyl)amino)pyrido[3,2-d]pyrimidin-6-yl)-2-azabicyclo[2.2.2]octan-2-yl)prop-2-en-1-one